C(=C)C=1C=C(C=CC1)P(C1=CC(=CC=C1)C=C)C1=CC(=CC=C1)C=C tri(3-vinyl-phenyl)phosphine